ICCCC(=CCO)C trans-6-iodo-3-methyl-2-hexen-1-ol